NC=1C(=C(C(=C2C=C(N=CC12)NC(=O)C1[C@H]2CC(C[C@@H]12)O)Cl)C=1C=NC=CC1C)Cl (1R,5S,6r)-N-(8-amino-5,7-dichloro-6-(4-methylpyridin-3-yl)isoquinolin-3-yl)-3-hydroxybicyclo[3.1.0]hexane-6-carboxamide